C(=O)(O)CN1CN(C=C1)CCC 1-carboxymethyl-3-propylimidazole